CC(=CCSCC=C(C)C)C 3-methyl-1-[(3-methyl-2-buten-1-yl)sulfanyl]-2-butene